trans-3-(2-ethoxy-2-oxoethyl)-1-(2-isopropylphenyl)cyclobutane-1-carboxylic acid C(C)OC(CC1CC(C1)(C(=O)O)C1=C(C=CC=C1)C(C)C)=O